3-{5-[4-(piperazin-1-ylmethyl)piperidin-1-yl]Pyridin-2-yl}piperidine-2,6-dione N1(CCNCC1)CC1CCN(CC1)C=1C=CC(=NC1)C1C(NC(CC1)=O)=O